FC1=CC=C(C=C1C(F)(F)F)C1=C(C=C(C=C1C)OC)C 4-fluoro-4'-methoxy-2',6'-dimethyl-5-(trifluoromethyl)-[1,1'-biphenyl]